(9aR)-9-oxo-8-(2-phenylpropyl)octahydro-2H-pyrazino[1,2-a]pyrazine-2-carbonitrile O=C1N(CCN2[C@@H]1CN(CC2)C#N)CC(C)C2=CC=CC=C2